CC1=C(C2=C(N=CN=C2NC2(CC2)C)O1)C(=O)N1CC=2N=CN=C(C2CC1)NC1CCOCC1 6-methyl-N-(1-methylcyclopropyl)-5-{4-[(oxan-4-yl)amino]-5H,6H,7H,8H-pyrido[3,4-d]pyrimidine-7-carbonyl}furo[2,3-d]pyrimidin-4-amine